Ferrocene diisocyanate [N-]=C=O.[N-]=C=O.[CH-]1C=CC=C1.[CH-]1C=CC=C1.[Fe+2]